di-morpholinophosphoryl chloride O1CCN(CC1)P(=O)(N1CCOCC1)Cl